BrC1=CC=C(C=C1)C(/C=C/C1=CC=C(C=C1)\C=C/1\C(N(C(S1)=S)[C@H](C(=O)O)CC1=CC=CC=C1)=O)=O (2S)-2-[(5Z)-5-[[4-[(E)-3-(4-Bromophenyl)-3-oxoprop-1-enyl]phenyl]methylidene]-4-oxo-2-sulfanylidene-1,3-thiazolidin-3-yl]-3-phenylpropanoic acid